[(1S)-1-[5-[[(2S)-2-[[4-[[5-chloro-4-[6-[(4-cyanotetrahydropyran-4-yl)methylamino]-2-pyridyl]-2-pyridyl]amino]cyclohexyl]amino]propoxy]methyl]tetrazol-2-yl]ethyl]ethyl carbonate C(OCC[C@H](C)N1N=C(N=N1)COC[C@H](C)NC1CCC(CC1)NC1=NC=C(C(=C1)C1=NC(=CC=C1)NCC1(CCOCC1)C#N)Cl)([O-])=O